N-(4-fluorophenyl)-[2,4'-bithiazole]-2'-amine FC1=CC=C(C=C1)NC=1SC=C(N1)C=1SC=CN1